C(CC=C)OCC1CO1 1-(3-butenyloxy)-2,3-propylene oxide